C(#N)C1=C(C=C(C=2N=CSC21)C2=CC=C(C=C2)OC(F)(F)F)CNC(OC(C)(C)C)=O tert-butyl ((7-cyano-4-(4-(trifluoromethoxy)phenyl)benzo[d]thiazol-6-yl)methyl)carbamate